N-[3-(3-ethoxypropoxy)-1-(4-oxocyclohexyl)-1H-pyrazol-4-yl]carbamic acid benzyl ester C(C1=CC=CC=C1)OC(NC=1C(=NN(C1)C1CCC(CC1)=O)OCCCOCC)=O